benzyl (S)-(3-bromo-1-(3,3-dicyclopropylcyclobutyl)-2-oxopropyl)carbamate BrCC([C@H](C1CC(C1)(C1CC1)C1CC1)NC(OCC1=CC=CC=C1)=O)=O